[2-Chloro-5-(7-morpholin-4-yl-quinazolin-4-yl)-phenyl]pyridazin-3-yl-methanol ClC1=C(C=C(C=C1)C1=NC=NC2=CC(=CC=C12)N1CCOCC1)C(O)C=1N=NC=CC1